tetra(n-propyl)-ammonium C(CC)[N+](CCC)(CCC)CCC